O=C1N(CCC(N1)=O)C1=CC(=NC=C1)NC(CN1[C@@H](CN(C[C@@H]1C)C(=O)OC(C)(C)C)C)=O tert-butyl (3R,5S)-4-(2-((4-(2,4-dioxotetrahydropyrimidin-1(2H)-yl)pyridin-2-yl)amino)-2-oxoethyl)-3,5-dimethylpiperazine-1-carboxylate